(S)-3-(4-(2,4-difluorophenoxy)-3-(6-methyl-7-oxo-6,7-dihydro-1H-pyrrolo[2,3-c]pyridin-4-yl)phenyl)-1,5-dimethylimidazoline-2,4-dione FC1=C(OC2=C(C=C(C=C2)N2C(N([C@H](C2=O)C)C)=O)C=2C3=C(C(N(C2)C)=O)NC=C3)C=CC(=C1)F